CC1CCC(CC1)OC[C@H]1[C@H](CCC2=CC=C(C(N12)=O)C(C)C)NS(=O)(=O)CC |o1:9,10| rel-N-[(3S,4R)-4-({[(1s,4S)-4-methylcyclohexyl]oxy}methyl)-6-oxo-7-(propan-2-yl)-1,3,4,6-tetrahydro-2H-quinolizin-3-yl]ethanesulfonamide